COC(=O)C=1C=NC(=CC1CCNC(=O)OC(C)(C)C)C(F)(F)F 4-{2-[(tert-Butoxycarbonyl)amino]ethyl}-6-(trifluoromethyl)pyridine-3-carboxylic acid methyl ester